N,N-bis[(diphenylphosphino)methyl]-3-(triethoxysilyl)propylamine C1(=CC=CC=C1)P(C1=CC=CC=C1)CN(CP(C1=CC=CC=C1)C1=CC=CC=C1)CCC[Si](OCC)(OCC)OCC